1-(3-((5-cyclopropyl-2-((3-methyl-1-(1-methylpiperidin-4-yl)-1H-pyrazol-4-yl)amino)pyrimidin-4-yl)amino)propyl)-4-methyl-1,4-diazepan-2-one C1(CC1)C=1C(=NC(=NC1)NC=1C(=NN(C1)C1CCN(CC1)C)C)NCCCN1C(CN(CCC1)C)=O